indium-caesium oxide [O-2].[Cs+].[In+3].[O-2]